CC1=CC=C(N=N1)C(=O)O 6-METHYLPYRIDAZINE-3-CARBOXYLIC ACID